C(C1=CC=CC=C1)C1(CC(=NO1)CNC(C1=C(C=CC(=C1)C(F)(F)F)Cl)=O)C(=O)OC Methyl 5-benzyl-3-((2-chloro-5-(trifluoromethyl)benzamido)methyl)-4,5-dihydroisoxazole-5-carboxylate